(3aR,5s,6aS)-2-((2-methyl-6-(trifluoromethyl)pyridin-3-yl)sulfonyl)octahydrocyclopenta[c]pyrrol-5-amine CC1=NC(=CC=C1S(=O)(=O)N1C[C@@H]2[C@H](C1)CC(C2)N)C(F)(F)F